5-(((1s,3s)-3-(4-(2-(4-((2-(2H-1,2,3-triazol-2-yl)pyrimidin-4-yl)methoxy)phenyl)propan-2-yl)phenoxy)cyclobutyl)amino)-2-(2,6-dioxopiperidin-3-yl)isoindolin-1,3-dione N=1N(N=CC1)C1=NC=CC(=N1)COC1=CC=C(C=C1)C(C)(C)C1=CC=C(OC2CC(C2)NC=2C=C3C(N(C(C3=CC2)=O)C2C(NC(CC2)=O)=O)=O)C=C1